7-(4-cyclopropyl-6-methoxypyrimidin-5-yl)-1-({4-[1-methyl-4-(trifluoromethyl)imidazol-2-yl]phenyl}methyl)-3H-pyrido[3,4-B][1,4]oxazin-2-one C1(CC1)C1=NC=NC(=C1C1=CC2=C(OCC(N2CC2=CC=C(C=C2)C=2N(C=C(N2)C(F)(F)F)C)=O)C=N1)OC